O[C@H]1[C@@H](N[C@@H]([C@H]1O)CO)C1=CNC2=C1N=CNC2=O 7-[(2S,3S,4R,5R)-3,4-dihydroxy-5-(hydroxymethyl)-2-pyrrolidinyl]-3,5-dihydro-4H-pyrrolo[3,2-d]pyrimidin-4-one